C(#N)C=1C=CC(=CC1)C1=CC=C(C=C1)C#N dicyano-2,2'-biphenyl